2-methoxy-N-[(2E)-3-[4-[[3-methyl-4-[(6-methyl-3-pyridinyl)oxy]phenyl]amino]-6-quinazolinyl]-2-propen-1-yl]acetamide COCC(=O)NC\C=C\C=1C=C2C(=NC=NC2=CC1)NC1=CC(=C(C=C1)OC=1C=NC(=CC1)C)C